C/C(=C/CO)/CC (Z)-3-Methylpent-2-en-1-ol